NC1CCN(CC1)CC1=CC=C(C=C1)N1C(=NC=2C1=NC(=CC2)C2=CC=CC=C2)C=2C(=NC=CC2)N 3-[3-[4-[(4-amino-1-piperidyl)methyl]phenyl]-5-phenyl-imidazo[4,5-b]pyridin-2-yl]pyridin-2-amine